ClCC(COC1=CC=CC=C1)O (E)-1-chloro-3-phenoxy-2-propanol